E-2-(2-(3-(4-(4-(4-Chlorophenoxy)butoxy)phenyl)acryloyl)phenoxy)acetic acid ClC1=CC=C(OCCCCOC2=CC=C(C=C2)/C=C/C(=O)C2=C(OCC(=O)O)C=CC=C2)C=C1